4-[[(2R,3S,4S,5S)-3-(3,4-Difluoro-2-vinyl-phenyl)-4,5-dimethyl-5-(trifluoromethyl)tetrahydrofuran-2-carbonyl]amino]pyridin-2-carboxamid FC=1C(=C(C=CC1F)[C@H]1[C@@H](O[C@@]([C@H]1C)(C(F)(F)F)C)C(=O)NC1=CC(=NC=C1)C(=O)N)C=C